COC(C(CC)(CCl)C(=O)Cl)=O 2-Chlorocarbonyl-2-(chloromethyl)butanoic acid methyl ester